BrC=1C=C2CC(C(C2=CC1)NC(OC(C)(C)C)=O)O tert-butyl N-(5-bromo-2-hydroxy-2,3-dihydro-1H-inden-1-yl)carbamate